1-((2-(tetrahydro-2H-pyran-2-yl)-2H-tetrazol-5-yl)methoxy)propan-2-one O1C(CCCC1)N1N=C(N=N1)COCC(C)=O